5,5a,6,7,8,9-hexahydro-4H-cyclobuta[b]pyrazino[1,2-d][1,4]oxazepine-1,2-dione C1(C(C=2OCCC3N(C21)CCNC3)=O)=O